FC(OC1=CC=C(N=N1)N[C@H](C(=O)NC1=CC2=C(C=N1)C1(CCOCC1)C(N2)=O)C2CCC(CC2)C)F (2S)-2-{[6-(Difluoromethoxy)-pyridazin-3-yl]amino}-2-(4-methylcyclohexyl)-N-(2-oxospiro[1H-pyrrolo[3,2-c]pyridine-3,4'-oxane]-6-yl)acetamide